C(C)(C)(C)OC(N(CCOC1=CC(=C(C=C1)C)C(NC1(CN(C1)C)C1=CC=CC2=CC=CC=C12)=O)C)=O tert-Butylmethyl(2-(4-methyl-3-((1-methyl-3-(naphthalen-1-yl)azetidin-3-yl)carbamoyl) phenoxy)ethyl)carbamate